(6-bromo-2-oxopyridin-1(2H)-yl)acetic acid methyl ester COC(CN1C(C=CC=C1Br)=O)=O